1-(4-methoxyphenyl)-5-methyl-1H-1,2,3-triazole-4-carboxylic acid ethyl ester C(C)OC(=O)C=1N=NN(C1C)C1=CC=C(C=C1)OC